FC1=C(C=CC=C1OC)N1C(=C2C=NN(C(C2=C1C)=O)C1=NC=CC=C1)C 6-(2-Fluoro-3-methoxy-phenyl)-5,7-dimethyl-3-(2-pyridyl)pyrrolo[3,4-d]pyridazin-4-one